C1N(CCC2=CC=CC=C12)C1C(CN(CC1)C=1C(=NC(=NC1N[C@@H]1C[C@H](C1)OC)C1=CC=CC=C1)C(=O)C1=NC(=NC(=C1N1CC(C(CC1)N1CC2=CC=CC=C2CC1)O)N[C@@H]1C[C@H](C1)OC)C1=CC=CC=C1)O trans-(4-(3,4-dihydroisoquinolin-2(1H)-yl)-3-hydroxypiperidin-1-yl)(6-(((1S,3S)-3-methoxycyclobutyl)amino)-2-phenylpyrimidin-4-yl)ketone